1,8-dihydroxy-bicyclo[7.3.1]Tridec-4-ene-2,6-diyn-13-one OC12C#CC=CC#CC(C(CCC1)C2=O)O